2-(3-methylbutoxy)ethane-1-ol CC(CCOCCO)C